sodium thio-sulfite S(=S)([O-])[O-].[Na+].[Na+]